[I-].C(CC)[N+]1(CCCC1)CCNC(CC[C@@H](C)[C@H]1CC[C@H]2[C@@H]3CCC4CCCC[C@]4(C)[C@H]3CC[C@]12C)=O N-[2-(1-propylpyrrolidin-1-ium-1-yl)ethyl]cholanamide iodide